5-ethenylbicyclo[2.2.1]hept-2-ene C(=C)C1C2C=CC(C1)C2